BrC=1C=C(C=CC1C#N)N1CN=CC2=C1CC1CCC2N1 N-(3-bromo-4-cyanophenyl)-6,7,8,9-tetrahydro-5H-5,8-epiminocyclohepta[d]pyrimidine